C(CCCCCCCCCCCCCCC(C)C)(=O)O.C(CCCCCCCCCCCCCCC(C)C)(=O)O.C(CCCCCCCCCCCCCCC(C)C)(=O)O.C(CCCCCCCCCCCCCCC(C)C)(=O)O.C(CCCCCCCCCCCCCCC(C)C)(=O)O.OCC(O)CO glycerol pentaisostearate